[Si](C)(C)(C(C)(C)C)OCC1(CC1)COC=1N=C(C2=C(N1)C(=C(N=C2)Cl)F)N2CCC=CCC2 2-((1-(((tert-butyldimethylsilyl)oxy)methyl)cyclopropyl)methoxy)-7-chloro-8-fluoro-4-(2,3,6,7-tetrahydro-1H-azepin-1-yl)pyrido[4,3-d]pyrimidine